BrC1=C(C=C2C=C(N(C2=C1)S(=O)(=O)C1=CC=CC=C1)C=O)Cl 6-bromo-5-chloro-1-(phenylsulfonyl)-1H-indole-2-carbaldehyde